C(C)(C)(C)OCCC#CCCCCC (tert-butoxy)-3-nonyne